FC1=C2CN(CC2=CC=C1)C(=O)NC1=CC=C(C=C1)C1CCN(CC1)C(C(=O)OC)=O methyl 2-(4-(4-(4-fluoroisoindoline-2-carboxamido)phenyl) piperidin-1-yl)-2-oxoacetate